CC1=CC=C(C=C1)S(=O)(=O)CC(CO)O 3-p-toluenesulfonyl-1,2-propanediol